diethyl-2-hydroxyethyl-myristate C(C)C(C(C(=O)[O-])(CCO)CC)CCCCCCCCCCC